NC(CC(=O)O)C(NC(C)C(NC(C)(C(C)(C)C)C1CC1)=O)=O 3-Amino-3-({1-[(2-cyclopropyl-3,3-dimethylbutan-2-yl)carbamoyl]ethyl}carbamoyl)propanoic acid